(R)-3-(1-((3-chloro-6-(6-(dimethylphosphoryl)pyridin-3-yl)-7-fluoro-2-methyl-1,5-naphthyridin-4-yl)amino)-2-hydroxyethyl)-4-fluorobenzonitrile ClC=1C(=NC2=CC(=C(N=C2C1N[C@@H](CO)C=1C=C(C#N)C=CC1F)C=1C=NC(=CC1)P(=O)(C)C)F)C